BrC=1C=CC(=C(C1)N1N=CC(=C1N)Cl)[N+](=O)[O-] 2-(5-Bromo-2-nitro-phenyl)-4-chloro-pyrazol-3-amine